COCC=1C=C(C=CC1)CCOC1=NC=CC(=C1)C1=NOC(=N1)C(F)(F)F 2-{2-[3-(methoxymethyl)phenyl]ethoxy}-4-[5-(trifluoromethyl)-1,2,4-oxadiazol-3-yl]pyridine